O1C(CCCC1)N1N=CC2=CC=C(C=C12)CC(=O)NC1=CC(=NC=C1)C(=O)O 4-[[2-(1-tetrahydropyran-2-ylindazol-6-yl)acetyl]amino]pyridine-2-carboxylic acid